NCC1=NNC(C2=CC=C(C=C12)C=1C=NC=C(C1)OC1=CC=C(C=C1)Cl)=O 4-(aminomethyl)-6-(5-(4-chlorophenoxy)pyridin-3-yl)phthalazin-1(2H)-one